N-hexadecyl-N,N-dimethyl-benzyl-ammonium chloride [Cl-].C(CCCCCCCCCCCCCCC)[N+](C)(C)CC1=CC=CC=C1